NC1=NC(=NC=2N1N=C(N2)C=2OC=CC2)N2[C@@H](CCC2)C(=O)N2CCN(CC2)CC(C(F)(F)F)(C)C (S)-(1-(7-amino-2-(furan-2-yl)-[1,2,4]triazolo[1,5-a][1,3,5]triazin-5-yl)pyrrolidin-2-yl)(4-(3,3,3-trifluoro-2,2-dimethylpropyl)piperazin-1-yl)methanone